(13S)-15-(2,6-difluorophenyl)-13-methyl-4,7-dioxa-9-thia-11,14-diazatricyclo[8.5.0.02,8]pentadeca-1(10),2(8),14-triene-12-one FC1=C(C(=CC=C1)F)C1=N[C@H](C(NC=2SC=3OCCOCC3C12)=O)C